(S)-4-(3-(6-bromo-7-((1-(ethylsulfonyl)pyrrolidine-3-yl)amino)-1H-imidazo[4,5-b]pyridine-2-yl)-2,5-dimethyl-1H-pyrrol-1-yl)-N-(2-(diethylamino)ethyl)benzamide BrC=1C(=C2C(=NC1)N=C(N2)C2=C(N(C(=C2)C)C2=CC=C(C(=O)NCCN(CC)CC)C=C2)C)N[C@@H]2CN(CC2)S(=O)(=O)CC